BrCC1=C(C=C(C(=O)OC)C=C1)C#N methyl 4-(bromomethyl)-3-cyano-benzoate